C(C)(C)(C)OOC(=C)CC 2-(t-butyl-peroxy)butaneN